4-[[1-(4-aminobutyl)triazol-4-yl]methoxy]-2-(2,6-dioxo-3-piperidyl)-6-fluorosulfonyloxy-1-oxo-isoindoline NCCCCN1N=NC(=C1)COC1=C2CN(C(C2=CC(=C1)OS(=O)(=O)F)=O)C1C(NC(CC1)=O)=O